2-chloro-3-(2,4-difluorophenyl)-3-oxopropanoic acid ethyl ester C(C)OC(C(C(=O)C1=C(C=C(C=C1)F)F)Cl)=O